N-(4-chloro-3-cyano-1H-indol-7-yl)-1-[(3-fluoroazetidin-3-yl)methyl]pyrazol-4-sulfonamide ClC1=C2C(=CNC2=C(C=C1)NS(=O)(=O)C=1C=NN(C1)CC1(CNC1)F)C#N